tert-butyl ((trans)-1-benzyl-3-(hydroxymethyl)piperidin-4-yl)carbamate C(C1=CC=CC=C1)N1C[C@H]([C@@H](CC1)NC(OC(C)(C)C)=O)CO